1-(2-cyanoethyl)-4-oxo-3-(1-butyl-1H-indol-3-yl)-4H-pyrido[1,2-a]pyrimidinium C(#N)CC[N+]1=C2N(C(C(=C1)C1=CN(C3=CC=CC=C13)CCCC)=O)C=CC=C2